5-chloro-4-((5-isopropyl-1-methyl-1H-pyrazol-4-yl)ethynyl)-N-(5-(1-methylpiperidin-4-yl)pyridin-2-yl)pyrimidin-2-amine ClC=1C(=NC(=NC1)NC1=NC=C(C=C1)C1CCN(CC1)C)C#CC=1C=NN(C1C(C)C)C